((1s,2r)-2-(hydroxymethyl)cyclopropyl)methanone OC[C@H]1[C@H](C1)C=O